bis[3-(4-aminophenoxy)phenyl] ether NC1=CC=C(OC=2C=C(C=CC2)OC2=CC(=CC=C2)OC2=CC=C(C=C2)N)C=C1